NC1CCN(CC1)C1=C(C=CC=C1)N(S(=O)(=O)C=1C=CC2=C(C(=C(O2)C(=O)OCC)C)C1)CCC1=CC=CC=C1 ethyl 5-(N-(2-(4-aminopiperidin-1-yl) phenyl)-N-phenethylsulfamoyl)-3-methylbenzofuran-2-carboxylate